The molecule is a tetramethoxyflavone that is the 3,6,7,3'-tetramethyl ether derivative of quercetagetin. It has a role as an antiviral agent and a plant metabolite. It is a tetramethoxyflavone and a dihydroxyflavone. It derives from a quercetagetin. COC1=C(C=CC(=C1)C2=C(C(=O)C3=C(C(=C(C=C3O2)OC)OC)O)OC)O